[N+](=O)([O-])C=1C=C(C=CC1)C1=NN(C=C1)C(=O)OC(C)(C)C tert-butyl 3-(3-nitrophenyl)-1H-pyrazole-1-carboxylate